methyl-2-[3-(1-methyl-2-oxo-ethyl)phenyl]propanoic acid CC(C(=O)O)(C)C1=CC(=CC=C1)C(C=O)C